ClC=1C=C(C(=NC1)N1C(C(N(C(C1)=O)CC1=CC=C(C=C1)C(F)(F)F)(C)C)=O)F 1-(5-chloro-3-fluoropyridin-2-yl)-3,3-dimethyl-4-(4-(trifluoromethyl)benzyl)piperazine-2,5-dione